7-fluoro-2-(3-fluorophenyl)benzofuran-5-carbaldehyde FC1=CC(=CC=2C=C(OC21)C2=CC(=CC=C2)F)C=O